C(C)(C)(C)C=1C(=NN2C(=NN=CC21)C2=NOC(=C2)C)OCC2=NC=C(C(=O)NC1CCC1)C=C2 6-((3-tert-butyl-7-(5-methylisoxazol-3-yl)pyrazolo[1,5-d][1,2,4]triazin-2-yl-oxy)methyl)-N-cyclobutylnicotinamide